1,3,5-tris(2-methacryloyloxyethyl)s-triazine C(C(=C)C)(=O)OCCN1CN(CN(C1)CCOC(C(=C)C)=O)CCOC(C(=C)C)=O